tert-butyl 2-[3-fluoro-4-(trifluoromethyl)phenyl]-3-(pyridin-4-yl)-6,7-dihydropyrazolo[1,5-a]pyrazine-5(4H)-carboxylate FC=1C=C(C=CC1C(F)(F)F)C1=NN2C(CN(CC2)C(=O)OC(C)(C)C)=C1C1=CC=NC=C1